dihydroxy-18-methylestr-4-en-3-one OC([C@@]12CCC[C@H]1[C@@H]1CCC3=CC(CC[C@@H]3[C@H]1CC2)=O)(C)O